(S)-N-(7-(1-((1-acryloylpyrrolidin-2-yl)methyl)-4-amino-1H-pyrazolo[3,4-d]pyrimidin-3-yl)Benzo[d][1,3]dioxol-4-yl)-4-dimethylaminobenzamide C(C=C)(=O)N1[C@@H](CCC1)CN1N=C(C=2C1=NC=NC2N)C2=CC=C(C1=C2OCO1)NC(C1=CC=C(C=C1)N(C)C)=O